COC(=O)[C@@]1(N(C(C2=CC(=CC(=C12)Br)F)=O)CC1=CC=C(C=C1)OC)CC=O |r| rac-7-bromo-5-fluoro-2-[(4-methoxyphenyl)methyl]-3-oxo-1-(2-oxoethyl)isoindoline-1-carboxylic acid methyl ester